2-chloro-4-(trifluoromethyl)-6,7-dihydro-5H-pyrrolo[4,3-b]pyridin-7-one ClC1=CC(=C2C(=N1)C(NC2)=O)C(F)(F)F